3-(2-methylpyrrolidine-1-carbonyl)-4,5,6,7-tetrahydro-benzo[b]thiophen CC1N(CCC1)C(=O)C=1C2=C(SC1)CCCC2